(S)-1-(4-(3-(3-morpholinylphenyl)ureido)pyrimidin-2-yl)pyrrolidine-2-carboxamide N1(CCOCC1)C=1C=C(C=CC1)NC(NC1=NC(=NC=C1)N1[C@@H](CCC1)C(=O)N)=O